FC1=CC(=C(C=C1)NC1=C(C(=O)OC)C=C(C=C1)C(F)(F)F)O methyl 2-((4-fluoro-2-hydroxyphenyl) amino)-5-(trifluoromethyl)-benzoate